ClC1=C2C(=NC=C1OC=1C=NN3C1C(=NC=C3)NC)N=C(N2C)NC2=CC(=CC(=C2)C(F)(F)F)OC[C@H]2N(CCC2)C (S)-7-chloro-1-methyl-6-((4-(methylamino)pyrazolo[1,5-a]pyrazin-3-yl)oxy)-N-(3-((1-methylpyrrolidin-2-yl)methoxy)-5-(trifluoromethyl)phenyl)-1H-imidazo[4,5-b]pyridin-2-amine